1-(3-fluoro-propyl)azetidin FCCCN1CCC1